(fluoro(7-(((3S,6S,10aS)-3-(3-(1-methyl-6-oxo-1,6-dihydropyridazin-4-yl)pyrrolidine-1-carbonyl)-5-oxodecahydropyrrolo[1,2-a]azocin-6-yl)carbamoyl)naphthalen-2-yl)methyl)phosphonic acid FC(C1=CC2=CC(=CC=C2C=C1)C(N[C@H]1CCCC[C@@H]2N(C1=O)[C@@H](CC2)C(=O)N2CC(CC2)C=2C=NN(C(C2)=O)C)=O)P(O)(O)=O